5-fluoro-N-(4-((4-methylpiperazin-1-yl)methylene)-3-(trifluoromethyl)phenyl)benzamide FC=1C=CC=C(C(=O)NC2=CC(C(C=C2)=CN2CCN(CC2)C)C(F)(F)F)C1